10-hydroxydecenoate OCCCCCCCC=CC(=O)[O-]